ClC1=CC(=C(C=C1)N1N=NC(=C1)C(=O)N)C1=CC(=NC=C1)OC 1-(4-chloro-2-(2-methoxypyridin-4-yl)phenyl)-1H-1,2,3-triazole-4-carboxamide